5-bromo-7-fluoro-1-methylisoquinoline BrC1=C2C=CN=C(C2=CC(=C1)F)C